4-(2-(5-oxo-pyrazolidin-1-yl)ethyl)benzonitrile O=C1CCNN1CCC1=CC=C(C#N)C=C1